3,7-dimethyloctylformate CC(CCOC=O)CCCC(C)C